(R)-8-(1-((2-bromo-4-fluorophenyl)amino)ethyl)-3,6-dimethyl-2-(4-methyltetrahydro-2H-pyran-4-yl)quinazolin-4(3H)-one BrC1=C(C=CC(=C1)F)N[C@H](C)C=1C=C(C=C2C(N(C(=NC12)C1(CCOCC1)C)C)=O)C